FC([C@](C)(F)C=1C=C(C=CC1)NC(=O)N1C2=C(OC3(C1)CNC3)C=CC=N2)(C2=NN=CN2C)F (R)-N-(3-(1,1,2-trifluoro-1-(4-methyl-4H-1,2,4-triazol-3-yl)propan-2-yl)phenyl)spiro[azetidine-3,2'-pyrido[3,2-b][1,4]oxazine]-4'(3'H)-carboxamide